FC1=C(C=CC=C1C[C@@H]1N(CC2(CC2)[C@@H]1NS(=O)(=O)C)C(=O)NC1CC(C1)F)C1=CC=CC=C1 (6S,7S)-6-((2-fluoro-[1,1'-biphenyl]-3-yl)methyl)-N-(3-fluorocyclobutyl)-7-(methylsulfonamido)-5-azaspiro[2.4]heptane-5-carboxamide